8-(4-(3-chloro-4-(trifluoromethoxy)phenoxy)-3-fluorophenyl)-7-methyl-3-(3,3,3-trifluoro-2-hydroxypropyl)-3,7-dihydro-1H-purine-2,6-dione ClC=1C=C(OC2=C(C=C(C=C2)C2=NC=3N(C(NC(C3N2C)=O)=O)CC(C(F)(F)F)O)F)C=CC1OC(F)(F)F